C(=O)O.FC1=C(C=CC(=C1)C(F)(F)F)C=1C(=NC(=NC1)NC1CC2(CNC2)C1)C N-(5-(2-fluoro-4-(trifluoromethyl)phenyl)-4-methyl-pyrimidin-2-yl)-2-azaspiro[3.3]heptan-6-amine, formate salt